5-(benzyl(methyl)amino)-N-(3-hydroxyphenyl)-7-(1H-pyrazol-4-yl)pyrazolo[1,5-a]pyrimidine-2-carboxamide C(C1=CC=CC=C1)N(C1=NC=2N(C(=C1)C=1C=NNC1)N=C(C2)C(=O)NC2=CC(=CC=C2)O)C